2-cyano-N-cyclopropyl-5-[3-[1-methyl-4-(1,1,2,2,2-pentafluoroethyl)-3-(trifluoromethyl)pyrrol-2-yl]isoxazol-5-yl]thiophene-3-carboxamide C(#N)C=1SC(=CC1C(=O)NC1CC1)C1=CC(=NO1)C=1N(C=C(C1C(F)(F)F)C(C(F)(F)F)(F)F)C